ethyl 6-[5-[5-[(1R)-1-(3,5-dichloro-2-methyl-4-pyridyl)ethoxy]-1H-indazol-3-yl]pyrimidin-2-yl]-2,6-diazaspiro[3.3]heptane-2-carboxylate ClC=1C(=NC=C(C1[C@@H](C)OC=1C=C2C(=NNC2=CC1)C=1C=NC(=NC1)N1CC2(CN(C2)C(=O)OCC)C1)Cl)C